1-((1S,3S,5R)-3-((6-(1-methyl-1H-pyrazol-4-yl)pyrazolo[1,5-a]pyrazin-4-yl)oxy)-6-azabicyclo[3.2.1]octan-6-yl)prop-2-en-1-one CN1N=CC(=C1)C=1N=C(C=2N(C1)N=CC2)O[C@H]2C[C@H]1CN([C@@H](C2)C1)C(C=C)=O